CN1N=NC(=C1C)N1CCNCC1 1-(1,5-dimethyl-1H-1,2,3-triazol-4-yl)piperazine